salicyl-CoA C(C=1C(O)=CC=CC1)SCCNC(CCNC([C@@H](C(COP(OP(OC[C@@H]1[C@H]([C@H]([C@@H](O1)N1C=NC=2C(N)=NC=NC12)O)OP(=O)(O)O)(=O)O)(=O)O)(C)C)O)=O)=O